C(#N)C=1C=C(C=NC1N1N=CC=N1)NC(=O)N1C[C@](C2=C1C=NC=1N2N=C(C1)F)(C(F)(F)F)C (R)-N-(5-cyano-6-(2H-1,2,3-triazol-2-yl)pyridin-3-yl)-2-fluoro-8-methyl-8-(trifluoromethyl)-7,8-dihydro-6H-pyrazolo[1,5-a]pyrrolo[2,3-e]pyrimidine-6-carboxamide